(3-(4-amino-3-(4-phenoxyphenyl)-1H-pyrazolo[3,4-d]pyrimidin-1-yl)propyl)-2,3,4,5,6-pentafluorobenzenesulfonamide NC1=C2C(=NC=N1)N(N=C2C2=CC=C(C=C2)OC2=CC=CC=C2)CCCNS(=O)(=O)C2=C(C(=C(C(=C2F)F)F)F)F